C(C)(C)(C)OC(=O)N1CCC(=CC1)C1=CC=CC=2OCC(OC21)C2=C(C=C(C=C2)Cl)OC 4-(3-(4-chloro-2-methoxyphenyl)-2,3-dihydrobenzo[b][1,4]diOxin-5-yl)-3,6-dihydropyridine-1(2H)-carboxylic acid tert-butyl ester